hydroxy-2-(2'-hydroxy-3',5'-di-tert-butylphenyl)-benzotriazole OC1=CC=CC2=NN(N=C21)C2=C(C(=CC(=C2)C(C)(C)C)C(C)(C)C)O